FCS(=O)(=O)C1=NC=CC=C1 2-fluoromethanesulfonylpyridine